3-[(4-Chlorophenyl)methoxy]pyrrolidine formic acid salt C(=O)O.ClC1=CC=C(C=C1)COC1CNCC1